CC1([C@H](C1)C(=O)N1CC2(C1)CN(C[C@H]2CO)C(=O)C2=NC=CN=C2)C ((S)-2-((s)-2,2-dimethylcyclopropane-1-carbonyl)-8-(hydroxymethyl)-2,6-diazaspiro[3.4]octan-6-yl)(pyrazin-2-yl)methanone